ClC1=CC(=CC=2NC3=CC(=CC=C3C(C12)(C)C)COCC)C 1-Chloro-6-(ethoxymethyl)-3,9,9-trimethyl-9,10-dihydroacridine